ClC=1C(=NC=C(C1)C(F)(F)F)OC1=C(C=C(N)C=C1Cl)Cl 4-(3-chloro-5-trifluoromethylpyridine-2-oxy)-3,5-dichloroaniline